(((1-benzylcyclohexyl)methyl)amino)-4-oxo-4,6,7,8-tetrahydropyrrolo[1,2-a]pyrazine-6-carboxylic acid C(C1=CC=CC=C1)C1(CCCCC1)CNC1=C2N(C(C=N1)=O)C(CC2)C(=O)O